CSC(C(=O)N1C(CCCC1)C=1SC(=CN1)C1=CC=C(C=C1)C)C 2-(Methylsulfanyl)-1-(2-(5-(p-tolyl)thiazol-2-yl)piperidin-1-yl)propan-1-one